(S)-9-(2-Chlorobenzoyl)-2-(methoxymethyl)-2-methyl-1,2,4,7-tetrahydro-3H-pyrrolo[3',2':5,6]pyrido[3,4-b]pyrazin-3-one ClC1=C(C(=O)C2=CNC3=C2C2=C(NC([C@](N2)(C)COC)=O)C=N3)C=CC=C1